C1(CCCCC1)OC1=NC(=NC(=N1)N1N=CC=C1)NC1=C(C(=CC=C1)F)F 4-(cyclohexyloxy)-N-(2,3-difluorophenyl)-6-(1H-pyrazol-1-yl)-1,3,5-triazin-2-amine